NC1=CC=C(C=C1)/C=C/C=C/C1SC2=C(N1O)C=CC(=C2)OC 2-((1E,3E)-4-(4-aminophenyl)buta-1,3-dienyl)-6-methoxybenzo[d]thiazole-3-ol